CC1(N(CCC1)CC(=O)NC=1C=C(C(=NC1)C)NC(=O)C=1C=NN2C1C=NC(=C2)C2=CC(NC=C2)=O)C N-(5-(2-(2,2-dimethylpyrrolidin-1-yl)acetamido)-2-methylpyridin-3-yl)-6-(2-oxo-1,2-dihydropyridin-4-yl)pyrazolo[1,5-a]pyrazine-3-carboxamide